C(#N)C(CNC=1C(=CC=C2C=CC(=CC12)C1=NC=CC(=C1)NC(C)=O)C)=C N-(2-{8-[(2-cyano-2-methylideneethyl)amino]-7-methylnaphthalen-2-yl}pyridin-4-yl)acetamide